ClC=1C=C(C=CC1F)N(C(=O)C1CC(=NN1)C(=O)OCC)C ethyl 5-((3-chloro-4-fluorophenyl) (methyl) carbamoyl)-4,5-dihydro-1H-pyrazole-3-carboxylate